6-[4-[(R)-(4-fluorophenyl)-(p-tolyl)methyl]piperidine-1-carbonyl]-4H-1,4-benzoxazin-3-one FC1=CC=C(C=C1)[C@H](C1CCN(CC1)C(=O)C=1C=CC2=C(NC(CO2)=O)C1)C1=CC=C(C=C1)C